BrC1C(C2=CC=CC=C2C1)O 2-bromoindan-1-ol